C1C(CC12CCNCC2)S(=O)(=O)C2=CC(=C(C=C2)NC2=NC=C1C=CC(N(C1=C2)C2CCCC2)=O)C 7-((4-((7-Azaspiro[3.5]nonan-2-yl)sulfonyl)-2-methylphenyl)amino)-1-cyclopentyl-1,6-naphthyridin-2(1H)-one